C(CCC)OC(=O)NS(=O)(=O)C1=CC=C(C=C1)C(F)(F)F butoxycarbonyl-4-(trifluoromethyl)phenylsulfonamide